C(C)(=O)O[C@H](C[C@H](C(C)C)N(C([C@H]([C@H](CC)C)NC(=O)[C@@H]1N(CCCC1)C)=O)OCCCCCC)C=1SC=C(N1)C(=O)O 2-((1R,3R)-1-Acetoxy-3-((2S,3S)-N-(hexyloxy)-3-methyl-2-((R)-1-methylpiperidine-2-carboxamido)pentanamido)-4-methylpentyl)thiazole-4-carboxylic acid